1-methyl-3-(5-(methyl(phenyl)amino)-7-(methylamino)pyrazolo[1,5-a]pyrimidin-3-yl)urea CNC(=O)NC=1C=NN2C1N=C(C=C2NC)N(C2=CC=CC=C2)C